4-oxo-but-2-enoic acid O=CC=CC(=O)O